(Z,Z)-5,8-tetradecadienol C(CCC\C=C/C\C=C/CCCCC)O